NCCNCCC[Si](OCC)(OCC)C 3-(2-amino-ethylamino)propyl-methyl-diethoxysilane